6-(2-(1H-pyrazol-4-yl)morpholino)-8-(4-chloro-2-fluorophenyl)-2,3-dimethylpyrimido[5,4-d]pyrimidin-4(3H)-one N1N=CC(=C1)C1OCCN(C1)C=1N=C(C=2N=C(N(C(C2N1)=O)C)C)C1=C(C=C(C=C1)Cl)F